CN(C(OC(C)(C)C)=O)[C@@H]1COCC2=CC(=CC=C12)B1OC(C(O1)(C)C)(C)C tert-butyl (S)-methyl(7-(4,4,5,5-tetramethyl-1,3,2-dioxaborolan-2-yl)isochroman-4-yl)carbamate